r-monomethyl terephthalate C(C1=CC=C(C(=O)[O-])C=C1)(=O)OC